[Mo].[Fe] iron-molybdenum